FC1=C(C=CC(=C1)OC)C(CCCCC)O 1-(2-fluoro-4-methoxyphenyl)hexan-1-ol